(R)-3-(3-((6-(methoxymethyl)pyridin-3-yl)amino)-4-((S)-1-(tetrahydro-2H-pyran-4-yl)propyl)phenyl)pentanoic acid COCC1=CC=C(C=N1)NC=1C=C(C=CC1[C@@H](CC)C1CCOCC1)[C@@H](CC(=O)O)CC